sodium ethanol digluconate O=C([C@H](O)[C@@H](O)[C@H](O)[C@H](O)CO)[O-].O=C([C@H](O)[C@@H](O)[C@H](O)[C@H](O)CO)[O-].C(C)O.[Na+].[Na+]